CC=1C=C(OC2=C(C=C(C=C2)C2C=3C(NC(C2)=O)=NNC3)OC)C=C(C1)C (-)-4-[4-(3,5-Dimethylphenoxy)-3-methoxyphenyl]-2H,4H,5H,6H,7H-pyrazolo[3,4-b]pyridin-6-one